BrC=1C(=C(OC=2C(N(C=NC2C(C)F)CC2=CC=C(C=C2)OC)=O)C=C(C1)C(F)F)OC 5-(3-bromo-5-(difluoromethyl)-2-methoxyphenoxy)-6-(1-fluoroethyl)-3-(4-methoxybenzyl)pyrimidin-4(3H)-one